CC1(CC1)NC(O[C@H]1CO[C@H](C1)C=1C=NC(=NC1)NC1=CC=C(C=C1)S(NC(=O)OC(C)(C)C)(=O)=O)=O |r| rac-(3R,5R)-5-(2-((4-(N-(tert-butoxycarbonyl)sulfamoyl)phenyl)amino)pyrimidin-5-yl)tetrahydrofuran-3-yl (1-methylcyclopropyl)carbamate